(2r,4s)-2-methyl-4-propyl-1,3-oxathiane C[C@@H]1OCC[C@@H](S1)CCC